[O-]S(=O)(=O)C(F)(F)F.CN1C=C(C2=CC=CC=C12)C(C1=CC(=C(C(=C1)OC)OC)OC)[P+](C1=CC=CC=C1)(C1=CC=CC=C1)C1=CC=CC=C1 ((1-methyl-1H-indol-3-yl)(3,4,5-trimethoxyphenyl)methyl)triphenyl-phosphonium triflate